C(C)(C)(C)OC(=O)N1CCC(=CC1)C1=CC2=C(N=C(N=C2N[C@H](C)C2=C(C(=CC=C2)C(F)F)F)C)C(N1C)=O (R)-4-(4-((1-(3-(difluoromethyl)-2-fluorophenyl)ethyl)amino)-2,7-dimethyl-8-oxo-7,8-dihydropyrido[3,4-d]pyrimidin-6-yl)-3,6-dihydropyridine-1(2H)-carboxylic acid tert-butyl ester